N[C@@H]1CN(C[C@@H]1F)C1=NC(=NC2=C(C(=C(C=C12)Cl)C1=CC=CC2=C1N=C(S2)N)F)OC[C@H]2N(CCC2)C 4-(4-((3R,4S)-3-amino-4-fluoropyrrolidin-1-yl)-6-chloro-8-fluoro-2-(((S)-1-methylpyrrolidin-2-yl)methoxy)quinazolin-7-yl)benzo[d]thiazol-2-amine